bicyclo[6.4.1]tridecanyl methacrylate C(C(=C)C)(=O)OC12CCCCCCC(CCCC1)C2